N-phenyl-tetrahydroisoquinoline C1(=CC=CC=C1)N1CC2=CC=CCC2CC1